2-(2,3,7,8-tetrakis(4-bromophenyl)-5-methylbenzo[de]chromen-9-yl)-4,5,6,7-tetrahydro-1H-1,3-diazepine BrC1=CC=C(C=C1)C=1OC2=C(C(=C(C=3C2=C(C1C1=CC=C(C=C1)Br)C=C(C3)C)C3=CC=C(C=C3)Br)C3=CC=C(C=C3)Br)C=3NCCCCN3